BrC=1C(=NC(=NC1)NC1=C(C=C(C(=C1)C)N1CCC(CC1)N1CCN(CC1)C)OC)NC1=C(C(=O)OC)C=CC=C1 Methyl 2-((5-bromo-2-((2-methoxy-5-methyl-4-(4-(4-methylpiperazin-1-yl)piperidin-1-yl)benzeneyl)amino)pyrimidin-4-yl)amino)benzoate